4-((4-([1,1'-biphenyl]-3-yl)-5-fluoropyrimidin-2-yl)amino)piperidin-2-one C1(=CC(=CC=C1)C1=NC(=NC=C1F)NC1CC(NCC1)=O)C1=CC=CC=C1